C(C)OC(C1=NC=CC(=C1)C=1OC2=C(N1)C=C(C=C2)C=2N=CN(C2)C(F)F)=O 4-(5-(1-(difluoromethyl)-1H-imidazol-4-yl)benzo[d]oxazol-2-yl)picolinic acid ethyl ester